6-(4-morpholinophenyl)-8-(pyridin-3-yl)pyrido[3,4-d]pyrimidin-4(3H)-one O1CCN(CC1)C1=CC=C(C=C1)C1=CC2=C(N=CNC2=O)C(=N1)C=1C=NC=CC1